CC1C(CC(CC1)C)[2H] 1,4-dimethylcyclohexane-2-d